CCCCC/C=C\\C[C@@H](/C=C/C=C\\C/C=C\\CCCC(=O)NCCCC(=O)[O-])OO The molecule is a monocarboxylic acid anion that is the conjugate base of N-[(12S)-hydroperoxy-(5Z,8Z,10E,14Z)-icosatetraenoyl]-gamma-aminobutanoic acid, obtained by deprotonation of the carboxy group; major species at pH 7.3. It is a monocarboxylic acid anion and a N-acyl-gamma-aminobutyrate. It is a conjugate base of a N-[(12S)-hydroperoxy-(5Z,8Z,10E,14Z)-icosatetraenoyl]-gamma-aminobutanoic acid.